dimethyl-diaminooctadiene CC(C(=C(N)N)C)=CCCCC